COC1=C(C=CC=C1)C(CC=1C=C(C=CC1)NS(=O)(=O)C)=O N-{3-[2-(2-methoxyphenyl)-2-oxoethyl]phenyl}methanesulfonamide